N-(1'-(2-(1,1-difluoroethyl)-6-(1H-pyrazol-4-yl)pyrimidin-4-yl)-1',2'-dihydrospiro[cyclopropane-1,3'-pyrrolo[3,2-c]pyridin]-6'-yl)acetamide FC(C)(F)C1=NC(=CC(=N1)N1CC2(C=3C=NC(=CC31)NC(C)=O)CC2)C=2C=NNC2